Tert-butyl (7-(benzo[d]thiazol-2-ylamino)-7-oxoheptyl)carbamate S1C(=NC2=C1C=CC=C2)NC(CCCCCCNC(OC(C)(C)C)=O)=O